OCC=1C=NN(C1C)C1=CC=C(C=N1)S(=O)(=O)NC=1C(=CC=C2C=NN(C12)C)OC 6-(4-(HYDROXYMETHYL)-5-METHYL-1H-PYRAZOL-1-YL)-N-(6-METHOXY-1-METHYL-1H-INDAZOL-7-YL)PYRIDINE-3-SULFONAMIDE